tert-butyl N-[[4-(6-bromopyrrolo[1,2-b]pyridazin-4-yl)-2-methyl-phenyl]methyl]carbamate BrC=1C=C2N(N=CC=C2C2=CC(=C(C=C2)CNC(OC(C)(C)C)=O)C)C1